NC1=NN(C2=C1C(N(C=C2)CC(F)(F)F)=O)CCCOC 3-Amino-1-(3-methoxypropyl)-5-(2,2,2-trifluoroethyl)-1,5-dihydro-4H-pyrazolo[4,3-c]pyridin-4-one